7-Hydroxy-2-(4-methoxybenzyl)-1-methyl-5-(2-methylpyridin-3-yl)-1,5-dihydro-4H-imidazo[4,5-c]quinolin-4-one OC=1C=CC=2C3=C(C(N(C2C1)C=1C(=NC=CC1)C)=O)N=C(N3C)CC3=CC=C(C=C3)OC